(1S)-4-bromo-2,2-difluoro-7-(trifluoromethylsulfanyl)indan-1-ol BrC1=C2CC([C@H](C2=C(C=C1)SC(F)(F)F)O)(F)F